N1CC(C1)N1CC2=CC=C(C=C2CC1)NC=1C(=NC=C(N1)N1C[C@@H](CCC1)N1C(N(CC1)C)=O)C(=O)N (R)-3-((2-(azetidin-3-yl)-1,2,3,4-tetrahydroisoquinolin-6-yl)amino)-5-(3-(3-methyl-2-oxoimidazolidin-1-yl)piperidin-1-yl)pyrazine-2-carboxamide